deoxyadenosine 5'-triphosphate P(O)(=O)(OP(=O)(O)OP(=O)(O)O)OC[C@@H]1[C@H](C[C@@H](O1)N1C=NC=2C(N)=NC=NC12)O